CN(C)CC1=C(C=C(C=C1OC)C=1C2=C(C(N(C1)C)=O)C=C(S2)NC(=O)C2CCNCC2)OC N-(7-[4-[(dimethylamino)methyl]-3,5-dimethoxyphenyl]-5-methyl-4-oxothieno[3,2-c]pyridin-2-yl)piperidine-4-carboxamide